(S)-5-((1-(Aminooxy)propan-2-yl)amino)-4-(trifluoromethyl)-2-((2-(trimethylsilyl)ethoxy)methyl)pyridazin-3(2H)one NOC[C@H](C)NC1=C(C(N(N=C1)COCC[Si](C)(C)C)=O)C(F)(F)F